2,5,7,8-tetramethyl-2-(4',8',12'-trimethyltridecyl)-chroman-6-ol CC1(OC2=C(C(=C(C(=C2CC1)C)O)C)C)CCCC(CCCC(CCCC(C)C)C)C